4-amino-N-cyclopropyl-N-((5-cyclopropyl-2-pyridinyl)methyl)-7-fluoro-1,3-dihydrofuro[3,4-c]quinoline-8-carboxamide NC1=NC=2C=C(C(=CC2C2=C1COC2)C(=O)N(CC2=NC=C(C=C2)C2CC2)C2CC2)F